OC1=C(C=CC=C1)/C=C/C(=O)C1=CC(=CC=C1)OC (E)-3-(2-hydroxyphenyl)-1-(3-methoxyphenyl)prop-2-en-1-one